(5Z)-5-(1,3-benzothiazol-6-ylmethylene)-3-methyl-2-(tetrahydropyran-4-ylmethylamino)imidazol-4-one S1C=NC2=C1C=C(C=C2)\C=C/2\C(N(C(=N2)NCC2CCOCC2)C)=O